Cl.C1(CC1)C1=NN=C(O1)NC(=O)[C@@H]1NCCCCC1 (2R)-N-(5-cyclopropyl-1,3,4-oxadiazol-2-yl)azepane-2-carboxamide hydrochloride